CC1=C(C=CC=C1C)C(C(CCC(=O)O)=O)C.C1C(CC2=CC=CC=C12)NC1N=C2C=CC(=CC2=CN1[2H])C(=O)O 2-((2,3-dihydro-1H-inden-2-yl)amino)quinazoline-6-carboxylic acid-3-d 3-(2,3-dimethylphenyl)-2-oxobutyl-acetate